FC1=C(C(=CC=C1)F)S(=O)(=O)N1CCN(CC1)C1=C(C(=O)O)C=CC=C1 [4-(2,6-difluorobenzenesulfonyl)-1-piperazinyl]Benzoic acid